(R)-5-aminopiperidine-2-one N[C@@H]1CCC(NC1)=O